(S)-2-amino-3-(7-(pyrimidin-2-yl)-1H-indol-3-yl)propanoic acid N[C@H](C(=O)O)CC1=CNC2=C(C=CC=C12)C1=NC=CC=N1